[Co].[Mg].[Fe] Iron-magnesium-cobalt